3-Cyclopropylpyridin C1(CC1)C=1C=NC=CC1